6'-chloro-2'-(hydroxymethyl)-[1,3'-bipiperidin]-4-ol ClC1CCC(C(N1)CO)N1CCC(CC1)O